COCOC1=CC=C(C=C1)C(CC(CCNC(OC(C)(C)C)=O)C)=O tert-Butyl (5-(4-(methoxymethoxy)phenyl)-3-methyl-5-oxopentyl)carbamate